CC(C(CN1C(=NC=C1)C=O)=O)(C)C (3,3-dimethyl-2-oxobutyl)-1H-imidazole-2-carbaldehyde